2,6-Difluoro-3-(1-methyl-6-(2-(pyridin-4-yl)morpholino)-1H-pyrazolo[3,4-d]pyrimidin-3-yl)-5-(trifluoromethyl)phenol FC1=C(C(=C(C=C1C1=NN(C2=NC(=NC=C21)N2CC(OCC2)C2=CC=NC=C2)C)C(F)(F)F)F)O